NC(C(=O)O)CC1=CNC2=CC=CC(=C12)C 2-amino-3-(4-methyl-1H-indol-3-yl)propionic acid